N-[(2-amino-3-chloroquinolin-7-yl)methyl]-N-(2-methanesulfonylpyridin-3-yl)-6-methyl-5-(trifluoromethyl)pyridine-3-carboxamide NC1=NC2=CC(=CC=C2C=C1Cl)CN(C(=O)C=1C=NC(=C(C1)C(F)(F)F)C)C=1C(=NC=CC1)S(=O)(=O)C